FC=1C=CC2=C(CC3(OCCO3)CC(N2)=O)C1 7-fluoro-1,5-dihydrospiro[1-benzazepine-4,2'-[1,3]dioxolan]-2(3H)-one